C(C)(C)(C)OC(=O)N1CC=C(CC1)C=1C=C2C(=CNC2=CC1)C(C)C 4-(3-isopropyl-1H-indol-5-yl)-5,6-dihydropyridine-1(2H)-carboxylic acid tert-butyl ester